[Cl-].C(CCCCCCCCCCCCCCCCC)[N+](CCC[Si](OCC)(OCC)C)(C)C octadecyldimethyl-[3-(methyl-diethoxysilyl)propyl]ammonium chloride